dimethylundecen CC(=CCCCCCCCCC)C